1-allyloxy-prop-2-yl (5-chloro-8-quinolinoxy)acetate ClC1=C2C=CC=NC2=C(C=C1)OCC(=O)OC(COCC=C)C